O=C1CCC(CC1)N1C[C@@H](CC1)NC(OC(C)(C)C)=O (R)-tert-butyl (1-(4-oxocyclohexyl)pyrrolidin-3-yl)carbamate